3-(4-(4-chlorophenyl)-5-(methylthio)-4H-1,2,4-triazol-3-yl)propan-1-ol ClC1=CC=C(C=C1)N1C(=NN=C1SC)CCCO